2-chloro-5-(difluoromethoxy)-4-iodopyridine ClC1=NC=C(C(=C1)I)OC(F)F